P(=O)(O)(O)OC=1C(=O)O[C@@H](C1O)[C@@H](O)CO E-ascorbic acid 2-phosphate